7-[bis(carboxymethyl)amino]-4-(hydroxymethyl)coumarin C(=O)(O)CN(C1=CC=C2C(=CC(OC2=C1)=O)CO)CC(=O)O